methyl (S,E)-2-(3-(2-ethoxyvinyl)-6-oxo-5-(trifluoromethyl) pyridazin-1(6H)-yl)-4-methylpentanoate C(C)O/C=C/C1=NN(C(C(=C1)C(F)(F)F)=O)[C@H](C(=O)OC)CC(C)C